CN1CCC(CC1)N1N=CC(=C1)C1=CNC2=NC=C(N=C21)C=2C=C(C=C(C2)N2[C@@H](CCC2)C)C(C)N 1-(3-(7-(1-(1-Methylpiperidin-4-yl)-1H-pyrazol-4-yl)-5H-pyrrolo[2,3-b]pyrazin-2-yl)-5-((R)-2-methylpyrrolidin-1-yl)phenyl)ethan-1-amine